FC=1C(=NC(=C(C1)F)N[C@H]1CNCC[C@@H]1F)C1=CN=C2N1N=C(C(=C2)OC)C(C(F)(F)F)(C)O (3-(3,5-difluoro-6-(((3S,4S)-4-fluoropiperidin-3-yl)amino)pyridin-2-yl)-7-methoxyimidazo[1,2-b]pyridazin-6-yl)-1,1,1-trifluoropropan-2-ol